5-(aminomethyl)pyridine-2-carbonitrile hydrochloride Cl.NCC=1C=CC(=NC1)C#N